C(=O)C1=CC(=C(S1)C)C1OCCC2=CC=C(C=C12)C#N 1-(5-Formyl-2-methyl-3-thienyl)-3,4-dihydro-1H-isochromene-7-carbonitrile